BrC(C)C=1N=C(C=C2C1OC(=C(C2=O)C2CC2)SCC)C 8-(1-bromoethyl)-3-cyclopropyl-2-(ethylsulfanyl)-6-methyl-4H-pyrano[2,3-c]pyridin-4-one